1-(3-chloro-5-((8-(((1,1,1,3,3,3-hexafluoropropan-2-yl)oxy)carbonyl)-1,8-diazaspiro[4.5]decan-1-yl)methyl)phenyl)piperidine-4-carboxylic acid ClC=1C=C(C=C(C1)CN1CCCC12CCN(CC2)C(=O)OC(C(F)(F)F)C(F)(F)F)N2CCC(CC2)C(=O)O